CC1=NC=CC(=C1)C1=C(N=NN1)C(=O)N (2-methylpyridin-4-yl)-1,2,3-triazole-4-carboxamide